4-(3-(morpholinomethyl)benzyl)quinoline-3,4-diamine O1CCN(CC1)CC=1C=C(CC2(C(C=NC3=CC=CC=C23)N)N)C=CC1